ON(C(C1=CC=CC=C1)=O)C1=CC2=CC=CC=C2C=C1 N-hydroxy-N-(naphthalene-2-yl)benzamide